CC1(C2=CC=CC=C2N(C1=O)CCN3CCC(CC3)C(=O)C4=CC=C(C=C4)F)C The molecule is a member of the class of oxindoles that is 1-ethyl-3,3-dimethyl-1,3-dihydro-2H-indol-2-one in which the ethyl group has been substituted at position 2 by a 4-(p-fluorobenzoyl)piperidin-1-yl group. It is a potent and selective antagonist for the 5-hydroxytryptamine 1D (5-HT1D) receptor. It has a role as a serotonergic antagonist and a receptor modulator. It is a member of monofluorobenzenes, an aromatic ketone, a member of piperidines, a member of oxindoles and a tertiary amino compound. It is a conjugate base of a LY-310762(1+).